ClC=1C=C(C=C(C1)Cl)C1=C(C(=CC(=C1)O)C1=CC(=CC(=C1)Cl)Cl)C=O 3,3'',5,5''-Tetrachloro-5'-hydroxy-[1,1':3',1''-terphenyl]-2'-carbaldehyde